BrC=1C=CC2=CN(N=C2C1)C1CCC(CC1)CO ((1r,4r)-4-(6-Bromo-2H-indazol-2-yl)cyclohexyl)methanol